CC1(CN(CC1)C(=O)C1(CNCC1)OC)C (3,3-dimethylpyrrolidin-1-yl)-(3-methoxypyrrolidin-3-yl)methanone